dilauroyl-sn-glycero-2-phosphorylcholine C(CCCCCCCCCCC)(=O)C(OP(OC(CO)CO)(=O)O)(C[N+](C)(C)C)C(CCCCCCCCCCC)=O